3-iodo-2-propynylbutylcarbamate sodium [Na+].IC(C(CNC([O-])=O)C#CC)C